O[C@@H]1C[C@H](N(C1)C([C@H](C(C)C)C1=CC(=NO1)N1CCNCC1)=O)C(=O)N[C@@H](C)C1=CC=C(C=C1)C1=C(N=CS1)C (2S,4R)-4-hydroxy-N-[(1S)-1-[4-(4-methyl-1,3-thiazol-5-yl)phenyl]ethyl]-1-[(2R)-3-methyl-2-[3-(piperazin-1-yl)-1,2-oxazol-5-yl]butanoyl]pyrrolidine-2-carboxamide